2-fluoro-6-methyl-5-((4-(2-(methylthio)pyrimidin-4-yl)pyridazin-3-yl)oxy)naphthalen-1-amine FC1=C(C2=CC=C(C(=C2C=C1)OC=1N=NC=CC1C1=NC(=NC=C1)SC)C)N